FC1=C(CN(CC1)C1CCC=2C1=NNC(C2C(F)(F)F)=O)C(=O)N2CCN(CC2)C2=NC=C(C#N)C=C2 6-(4-(4-fluoro-1-(3-oxo-4-(trifluoromethyl)-3,5,6,7-tetrahydro-2H-cyclopenta[c]pyridazin-7-yl)-1,2,5,6-tetrahydropyridin-3-carbonyl)piperazin-1-yl)nicotinonitrile